2-methylthio-N6-threonyl-carbamoyladenosine CSC=1N=C(C=2N=CN([C@]3([C@H](O)[C@H](O)[C@@H](CO)O3)C(N)=O)C2N1)NC([C@@H](N)[C@H](O)C)=O